ClCCCCCCCS(=O)(=O)Cl 7-chloro-heptane-1-sulfonyl chloride